[C@H]12CNCC2C1 (S)-3-azabicyclo[3.1.0]hexan